N-isopropyl-N-(2-(piperazin-1-yl)ethyl)propan-2-amine C(C)(C)N(C(C)C)CCN1CCNCC1